COC1=NC=CC(=C1)N1CCC(CC1)C=O 1-(2-methoxypyridin-4-yl)piperidine-4-carbaldehyde